FBF difluoroborane